N-[1-[3-chloro-5-[(7S)-6-[1-(5-chloro-2-hydroxy-3-pyridyl)-1,2,4-triazole-3-carbonyl]-2,7-dimethyl-5,7-dihydro-4H-pyrazolo[3,4-c]pyridin-3-yl]phenyl]cyclopropyl]methanesulfonamide ClC=1C=C(C=C(C1)C=1N(N=C2[C@@H](N(CCC21)C(=O)C2=NN(C=N2)C=2C(=NC=C(C2)Cl)O)C)C)C2(CC2)NS(=O)(=O)C